FC(C1=CC=C(C=N1)O)F 6-(difluoromethyl)pyridin-3-ol